FC(CC(=O)NCC1=C(C(=C(C=C1)C1=NOC(=N1)C(F)(F)F)F)F)(F)F 3,3,3-trifluoro-N-({2,3-difluoro-4-[5-(trifluoromethyl)-1,2,4-oxadiazol-3-yl]phenyl}methyl)propanamide